FC=1C(=NC(=NC1C=1C=NN(C1)C)C1=CNC2=NC=C(C=C21)F)NC2C(C1CCC2CC1)C(=O)O (+/-)-trans-3-((5-fluoro-2-(5-fluoro-1H-pyrrolo[2,3-b]pyridin-3-yl)-6-(1-methyl-1H-pyrazol-4-yl)pyrimidin-4-yl)amino)bicyclo[2.2.2]octane-2-carboxylic acid